FC1(CCC(CC1)CCN1[C@H]([C@H]([C@@H]([C@H](C1)O)O)O)CO)F (2S,3R,4R,5S)-1-(2-(4,4-difluorocyclohexyl)ethyl)-2-(hydroxymethyl)piperidine-3,4,5-triol